ClC=1C=C(C=CC1F)N1[C@H](CN(CC1)C(CCC(=O)C=1C=NC(=CC1)C)=O)C 1-[(3S)-4-(3-chloro-4-fluoro-phenyl)-3-methyl-piperazin-1-yl]-4-(6-methyl-3-pyridyl)butane-1,4-dione